C1(CC1)N1N=CC(=C1F)[C@H]1CN(C[C@H](O1)C)S(=O)(=O)C1=CC=C(C=C1)C (2S,6R)-2-(1-cyclopropyl-5-fluoro-pyrazol-4-yl)-6-methyl-4-(p-tolylsulfonyl)morpholine